C(=C)OCC(CCOCC1=CC=CC=C1)C=C β-vinylphenylmethoxybutyl vinyl ether